6-chloro-2-(6-methylpyrimidin-4-yl)-1H-pyrrolo[3,2-c]pyridine ClC1=CC2=C(C=N1)C=C(N2)C2=NC=NC(=C2)C